ClC1=CC=C(C=C1)[C@@]1(N(C(C2=CC(=CC=C12)C(C)(C1=NC=CC=C1)O)=O)CC1=NC=C(C=C1)Cl)OC (3R)-3-(4-chlorophenyl)-2-[(5-chloropyridin-2-yl)methyl]-6-[1-hydroxy-1-(pyridin-2-yl)ethyl]-3-methoxy-2,3-dihydro-1H-isoindol-1-one